FC1=C(C=CC(=C1)F)S(=O)(=O)NC=1C(=NC=C(C1)C1=CC2=C(C=CC=C2C=C1)N1CCN(CC1)C(\C=C\C(C)=O)=O)OC (E)-2,4-difluoro-N-(2-methoxy-5-(8-(4-(4-oxopent-2-enoyl)piperazin-1-yl)naphthalene-2-yl)pyridin-3-yl)benzenesulfonamide